CC1=C(N(S(=O)(=O)C2=C(C=C(C=C2)N2C=NC(=C2)C)C)CC(=O)OCC)C(=CC=C1)NC ethyl 2-[2-methyl-6-(methylamino)-N-[2-methyl-4-(4-methylimidazol-1-yl)phenyl]sulfonyl-anilino]acetate